C(#N)C=1C(=NC(=C(C1CC)C#N)N1CCN(CCC1)C)SC(C(=O)N)C1=NC=C(C=C1)C 2-((3,5-dicyano-4-ethyl-6-(4-methyl-1,4-diazepan-1-yl)pyridin-2-yl)sulfanyl)-2-(5-methylpyridin-2-yl)acetamide